6-fluoro-1-methyl-2-oxo-2,3-dihydro-1H-benzimidazole-5-carboxylic acid FC=1C(=CC2=C(N(C(N2)=O)C)C1)C(=O)O